triallylmethylphosphite C(C=C)C(CC=C)(CC=C)OP([O-])[O-]